C(C)(C)(C)OC(=O)N1CCC(CC1)N1N=CC(=C1)NC(=O)C1=NOC(=C1)C1=NC=CC=C1 4-(4-(5-(pyridin-2-yl)isoxazole-3-carboxamido)-1H-pyrazole-1-yl)piperidine-1-carboxylic acid tert-butyl ester